ClC1=CC=C(C(=N1)C(=O)NS(=O)(=O)C)N[C@H](C)C=1C=CC=C2C(N(C(=NC12)N1CC2=CC=C(C=C2C1)F)C)=O (R)-6-chloro-3-((1-(2-(5-fluoroisoindolin-2-yl)-3-methyl-4-oxo-3,4-dihydroquinazolin-8-yl)ethyl)amino)-N-(methylsulfonyl)picolinamide